3,5-diamino-4-(beta-hydroxyethyl)amino-1-methylpyrazole NC1=NN(C(=C1NCCO)N)C